aminothiophenealdehyde methyl-5-((1-(tert-butoxycarbonyl)azetidin-3-yl)oxy)picolinate COC(C1=NC=C(C=C1)OC1CN(C1)C(=O)OC(C)(C)C)=O.NC1=C(SC=C1)C=O